3-((R)-1-hydroxy-2-(2-((2-methoxyethyl)(methyl)amino)-6-(oxetan-3-ylamino)pyrimidine-4-carboxamido)ethyl)-7-((4-methyloxazol-5-yl)methoxy)-3,4-dihydroisoquinoline O[C@H](CNC(=O)C1=NC(=NC(=C1)NC1COC1)N(C)CCOC)C1N=CC2=CC(=CC=C2C1)OCC1=C(N=CO1)C